[C@H]1(CC[C@@H](CC1)C(=O)OC)C(=O)OC dimethyl cis-1,4-cyclohexanedicarboxylate